NC1=C(OCC#N)C(=CC=C1)Br 2-(2-amino-6-bromophenoxy)acetonitrile